OCC1(CCCC1)[NH+](C(=O)C1=NN(C=2C(CC[C@H](C12)C)C(C)C)C1=NC=CN=C1)[O-] (4R)-N-(1-(hydroxymethyl)cyclopentyl)-7-isopropyl-4-methyl-1-(pyrazin-2-yl)-4,5,6,7-tetrahydro-1H-indazole-3-carboxamide-oxide